CC(=COC=C(C)CCCC)CCCC methylbutylvinylether